3-(5-methyl-6-oxo-6,7-dihydro-5H-pyrrolo[2,3-d]pyrimidin-4-yl)benzoic acid methyl ester COC(C1=CC(=CC=C1)C=1C2=C(N=CN1)NC(C2C)=O)=O